BrC=1N=C(N(C1Br)C)C1=CC=C(C#N)C=C1 4-(4,5-dibromo-1-methyl-1H-imidazol-2-yl)benzonitrile